F[B-](F)(F)F.C(C)N1CN(C=C1)CCCC 1-ethyl-3-butylimidazole tetrafluoroborate